N-{5-azaspiro[3.5]nonan-8-yl}-1-[6-(2-hydroxyphenyl)pyridazin-4-yl]-4-(3-methoxyphenyl)piperidine-4-carboxamide C1CCC12NCCC(C2)NC(=O)C2(CCN(CC2)C2=CN=NC(=C2)C2=C(C=CC=C2)O)C2=CC(=CC=C2)OC